[N-](S(=O)(=O)C(F)(F)F)S(=O)(=O)C(F)(F)F.CN1CN(C=C1)C 1,3-dimethylimidazole bis(trifluoromethanesulfonyl)imide salt